NC1=C(C#N)C(=CC=N1)SC=1N=C2C(=NC1)NC(=N2)N2CCC1(CC2)[C@@H](C2=CC=CC=C2C1)N (S)-2-amino-4-((2-(1-amino-1,3-dihydrospiro[indene-2,4'-piperidin]-1'-yl)-1H-imidazo[4,5-b]pyrazin-5-yl)thio)nicotinonitrile